NC1=NC=C(C2=C1C(=C(S2)C2=C(C=C(C=C2)NC(C(=C)C)=O)C)C2=CC(=C(C=C2)OC2=NC=CC(=N2)C)F)Br N-(4-(4-amino-7-bromo-3-(3-fluoro-4-((4-methylpyrimidin-2-yl)oxy)phenyl)thieno[3,2-c]pyridin-2-yl)-3-methylphenyl)methacrylamide